N,N'-di(4-amino-3-methylphenyl)-dimethylethylenediamine NC1=C(C=C(C=C1)N(CCN(C1=CC(=C(C=C1)N)C)C)C)C